C(C)(C)(C)OC(=O)N1CCC(=CC1)C1=NC=C(C=C1)[N+](=O)[O-] 5-Nitro-3',6'-dihydro-[2,4'-bipyridine]-1'(2'H)-carboxylic acid tert-butyl ester